C(C1=CC=CC=C1)N1C(=NC2=C1C(=CC=C2)C(=O)N[C@H](C(=O)NC2=CC=C(C=C2)Cl)C)C2=C(C(=CC=C2Cl)Cl)Cl (S)-1-benzyl-N-(1-((4-chlorophenyl)amino)-1-oxopropan-2-yl)-2-(2,3,6-trichlorophenyl)-1H-benzo[d]imidazole-7-carboxamide